CN(C1=CC(=NC2=C(N=CC=C12)C1=CC=NN1)N1CCOCC1)CCC N-methyl-2-(morpholin-4-yl)-N-propyl-8-(1H-pyrazol-5-yl)-1,7-naphthyridin-4-amine